N-(5-bromo-1,3,4-thiadiazol-2-yl)-2-((4-oxo-1-phenyl-4,5-dihydro-1H-pyrazolo[3,4-d]pyrimidin-6-yl)thio)propionamide BrC1=NN=C(S1)NC(C(C)SC=1NC(C2=C(N1)N(N=C2)C2=CC=CC=C2)=O)=O